2-(2-{[2-(1H-1,3-benzodiazol-2-yl)propyl]amino}ethyl)-N-[(3-fluoropyridin-2-yl)methyl]-[1,3]oxazolo[4,5-c]pyridin-4-amine N1C(=NC2=C1C=CC=C2)C(CNCCC=2OC1=C(C(=NC=C1)NCC1=NC=CC=C1F)N2)C